1-methyl-1-propylguanidine CN(C(=N)N)CCC